4-(4-methyl-3-pentenyl)-3-cyclohexeneformaldehyde CC(=CCCC1=CCC(CC1)C=O)C